C1(CCC1)C1=CC(=CC(=N1)C1=NOC(=N1)C1=NC=C(C=C1)F)C=1C=NC=C(C1)F 3-(6'-Cyclobutyl-5-fluoro-[3,4'-bipyridyl]-2'-yl)-5-(5-fluoropyridin-2-yl)-1,2,4-oxadiazole